[(3R,4S)-1-[1-[2-[4-(2,3-dimethylphenyl)piperazin-1-yl]-2-oxo-ethyl]-5,6-dihydro-4H-cyclopenta[c]pyrazole-3-carbonyl]-3-fluoro-4-piperidyl]ammonium CC1=C(C=CC=C1C)N1CCN(CC1)C(CN1N=C(C2=C1CCC2)C(=O)N2C[C@H]([C@H](CC2)[NH3+])F)=O